N-(3-chloro-5-(methylsulfonyl)phenyl)-1-(2-fluoro-6-((3-fluorobenzyl)oxy)phenyl)-1H-pyrazole-4-carboxamide ClC=1C=C(C=C(C1)S(=O)(=O)C)NC(=O)C=1C=NN(C1)C1=C(C=CC=C1OCC1=CC(=CC=C1)F)F